1,3-bis(4-nitrophenylmethyl)-2-imidazolidinone [N+](=O)([O-])C1=CC=C(C=C1)CN1C(N(CC1)CC1=CC=C(C=C1)[N+](=O)[O-])=O